Cbzserine germanium-tellurium [Te].[Ge].C(=O)(OCC1=CC=CC=C1)N[C@@H](CO)C(=O)O